CO[SiH2]CCCNC(=O)N N-(3-methoxysilylpropyl)urea